C(C=C)(=O)OCCCCS(=O)(=O)[O-] acryloxybutylsulphonate